ClC1=CC=C(CCNC=2C=C(C=CC2)C=2C=C(C(=NC2)C(=O)NCC(C(=O)O)(C)C)O)C=C1 3-(5-(3-((4-Chlorophenethyl)amino)phenyl)-3-hydroxypicolinamido)-2,2-dimethylpropanoic acid